1-(3-(9H-carbazol-9-yl)-2-hydroxypropyl)-3-cyclopropyl-tetrahydro-pyrimidin-2(1H)-one C1=CC=CC=2C3=CC=CC=C3N(C12)CC(CN1C(N(CCC1)C1CC1)=O)O